N[C@@H](CO)C(=O)N[C@@H]([C@H](O)C)C(=O)O Serinyl-Threonine